1-Fluoro-2-allylethylene carbonate C1(OC(C(CC=C)O1)F)=O